4-(2-Amino-2-methylpropyl)-1-methylpiperidin-2-one NC(CC1CC(N(CC1)C)=O)(C)C